7-((tert-butyldimethylsilyl)oxy)octanoic acid heptadec-9-yl ester CCCCCCCCC(CCCCCCCC)OC(CCCCCC(C)O[Si](C)(C)C(C)(C)C)=O